3-methylpyrazin CC=1C=NC=CN1